FC1=CC(=C(C=C1)C=1C=NC=2N(C1)C=C(N2)COC2=NC=CC=C2)C(F)(F)F 6-[4-fluoro-2-(trifluoromethyl)phenyl]-2-(2-pyridinyloxymethyl)imidazo[1,2-a]pyrimidine